2-((4-(7-(4-((4-acryloyl-1,4-diazepan-1-yl)sulfonyl)benzyl)-2,7-diAzaspiro[3.5]nonan-2-yl)pyrimidin-5-yl)oxy)-5-fluoro-N,N-diisopropylbenzamide C(C=C)(=O)N1CCN(CCC1)S(=O)(=O)C1=CC=C(CN2CCC3(CN(C3)C3=NC=NC=C3OC3=C(C(=O)N(C(C)C)C(C)C)C=C(C=C3)F)CC2)C=C1